CN1C(C(NCC1)C)=O 1,3-dimethyl-piperazin-2-one